N1C(C2(C3=CC=CC=C13)CCCC2)=O spiro[cyclopentane-3,3'-oxindole]